N-allyl-4-(trifluoromethoxy)aniline C(C=C)NC1=CC=C(C=C1)OC(F)(F)F